C(#N)C=1C=C(C=C(C1F)F)CC1=CC(=NC=C1)C1=CC(=C(C(=O)N)C=C1)C(F)(F)F 4-{4-[(3-cyano-4,5-difluorophenyl)methyl]pyridin-2-yl}-2-(trifluoromethyl)benzamide